4-(4-((1S,2S,4S)-4-amino-2-carboxycyclopentyl)phenyl)-7-(4-(trifluoromethyl)phenyl)-2-naphthoic acid N[C@@H]1C[C@@H]([C@H](C1)C1=CC=C(C=C1)C1=CC(=CC2=CC(=CC=C12)C1=CC=C(C=C1)C(F)(F)F)C(=O)O)C(=O)O